1,4-bis(3-chloro-2-hydroxypropoxy)benzene ClCC(COC1=CC=C(C=C1)OCC(CCl)O)O